BrC=1C=C(C=NC1)[C@@H](C)NS(=O)(=O)CC |r| (rac)-N-(1-(5-Bromopyridin-3-yl)ethyl)ethanesulfonamide